COC1=C(C=C(C=C1)[N+](=O)[O-])OC 3,4-dimethoxynitrobenzene